4-methylbenzene-1-sulphonic acid CC1=CC=C(C=C1)S(=O)(=O)O